5-bromo-6-fluoro-1-{[2-(trimethylsilyl)ethoxy]methyl}pyrrolo[2,3-b]pyridine BrC=1C=C2C(=NC1F)N(C=C2)COCC[Si](C)(C)C